8-Bromo-7-fluoro-3-nitroquinolin-4-ol BrC=1C(=CC=C2C(=C(C=NC12)[N+](=O)[O-])O)F